Methyl 4-amino-7-cyclopentylpyrrolo[2,1-f][1,2,4]triazine-5-carboxylate NC1=NC=NN2C1=C(C=C2C2CCCC2)C(=O)OC